ClC1=CC(=C(C=C1)/C(/C#N)=C/C1=CC=C(C=C1)Cl)F (Z)-2-(4-chloro-2-fluorophenyl)-3-(4-chlorophenyl)acrylonitrile